C(C1=CC=CC=C1)N1CC(CC1)CN1N=C(C(=C1)C1=CN=C2N1C=CN=C2NC2=CC(=C(C(=O)NC)C=C2)Cl)C(F)(F)F 4-((3-(1-((1-benzylpyrrolidin-3-yl)methyl)-3-(trifluoromethyl)-1H-pyrazol-4-yl)imidazo[1,2-a]pyrazin-8-yl)amino)-2-chloro-N-methylbenzamide